2,2,3,3-tetrafluorobutane-1,4-diamine FC(CN)(C(CN)(F)F)F